trans-4-((4-(2-Cyclopropyloxazol-4-yl) pyridine-2-yl)((trans-4-(5-methoxy-6-methylpyridin-2-yl)cyclohexyl)methyl) carbamoyl)cyclohexyl methylcarbamate CNC(O[C@@H]1CC[C@H](CC1)C(N(C[C@@H]1CC[C@H](CC1)C1=NC(=C(C=C1)OC)C)C1=NC=CC(=C1)C=1N=C(OC1)C1CC1)=O)=O